methyl 4-(1-(6-nitropyridin-3-yl)piperidine-4-carbonyl)benzoate [N+](=O)([O-])C1=CC=C(C=N1)N1CCC(CC1)C(=O)C1=CC=C(C(=O)OC)C=C1